F[C@]1(CN(CC[C@H]1OC)C1=NC=CC(=N1)NC=1N=CC2=C(C=CC(=C2C1)C(C)C)N1[C@@H]([C@H](C1)CS(=O)(=O)C)C)C N-{2-[(3S,4R)-3-fluoro-4-methoxy-3-methylpiperidin-1-yl]pyrimidin-4-yl}-8-[(2R,3S)-3-(methanesulfonyl-methyl)-2-methylazetidin-1-yl]-5-(propan-2-yl)isoquinolin-3-amine